3,5-dibromo-4-(but-3-en-1-yl)pyridine BrC=1C=NC=C(C1CCC=C)Br